6-[(1R,2S)-2-amino-cyclohexylamino]-4-(5,6-dimethyl-pyridin-2-ylamino)-pyrazine-3-carboxylic acid amide N[C@@H]1[C@@H](CCCC1)NC1=CN(C(C=N1)C(=O)N)NC1=NC(=C(C=C1)C)C